Trisodium citrate ethyl-2-(tert-butyl)-8-chloro-4-(3-ethoxy-3-oxopropyl)quinoline-3-carboxylate C(C)OC(=O)C=1C(=NC2=C(C=CC=C2C1CCC(=O)OCC)Cl)C(C)(C)C.C(CC(O)(C(=O)[O-])CC(=O)[O-])(=O)[O-].[Na+].[Na+].[Na+]